(2S)-2-METHYL-3-(METHYLSULFANYL)PROPANOIC ACID C[C@@H](C(=O)O)CSC